5,6-diethyl-2-[2-n-propoxy-5-(2-(4-methylpiperazin-1-yl)acetamido)phenyl]pyrimidine-4(3H)-one C(C)C=1C(NC(=NC1CC)C1=C(C=CC(=C1)NC(CN1CCN(CC1)C)=O)OCCC)=O